N[C@H](C)C=1C=C(C=C2C(N3C(=NC12)C=1C=CC=NC1CC3)=O)C (R)-12-(1-aminoethyl)-10-methyl-5,6-dihydro-8H-[1,6]naphthyridino[5,6-b]quinazolin-8-one